N,N-bis(4-methoxybenzyl)-1-methyl-1H-pyrazole-3-sulfonamide COC1=CC=C(CN(S(=O)(=O)C2=NN(C=C2)C)CC2=CC=C(C=C2)OC)C=C1